C(C)OC(=O)C1(CCC2(OCCO2)CC1)C(C)=O 8-acetyl-1,4-dioxaspiro[4.5]decane-8-carboxylic acid ethyl ester